(R)-2-(1-oxo-6-(pyrrolidin-1-yl)isoquinolin-2(1H)-yl)propanoic acid O=C1N(C=CC2=CC(=CC=C12)N1CCCC1)[C@@H](C(=O)O)C